ethyl 5-((5-fluoro-2-hydroxybenzyl) (methyl)amino)-2-methylpyrazolo[1,5-a]pyrimidine-3-carboxylate FC=1C=CC(=C(CN(C2=NC=3N(C=C2)N=C(C3C(=O)OCC)C)C)C1)O